2-[3-(1,3-benzothiazol-2-ylamino)-4-methyl-6,7-dihydro-5H-pyrido[2,3-c]pyridazin-8-yl]-5-[3-[4-[3-(dimethylamino)prop-1-ynyl]-2-fluoro-phenoxy]propyl]thiazole-4-carboxylic acid S1C(=NC2=C1C=CC=C2)NC2=C(C1=C(N=N2)N(CCC1)C=1SC(=C(N1)C(=O)O)CCCOC1=C(C=C(C=C1)C#CCN(C)C)F)C